Cl.N1(CCNCCC1)C=1C=C2CN(C(C2=CC1)=O)C1C(NC(CC1)=O)=O 3-(5-(1,4-diazepan-1-yl)-1-oxoisoindolin-2-yl)piperidine-2,6-dione hydrochloride